(S)-1-((7-((3-(2,3-dihydrobenzo[b][1,4]dioxin-6-yl)-2-methylbenzyl)oxy)-5-methoxy-2,3-dihydro-1H-inden-4-yl)methyl)piperidine-2-carboxylic acid O1C2=C(OCC1)C=C(C=C2)C=2C(=C(COC=1C=C(C(=C3CCCC13)CN1[C@@H](CCCC1)C(=O)O)OC)C=CC2)C